[N+](=O)([O-])C1(NC=NC2=CC=CC=C12)N 4-nitroquinazolin-4-amine